1,4,7,10,13-pentaazacyclohexadecane N1CCNCCNCCNCCNCCC1